C(C(C)C)(=O)N1CCN(CC1)C1=C2C=NN(C2=CC(=C1)S(=O)(=O)NC1(COC1)C)C=1SC=NN1 4-(4-isobutyrylpiperazin-1-yl)-N-(3-methyloxetan-3-yl)-1-(1,3,4-thiadiazol-2-yl)-1H-indazole-6-sulphonamide